4-(cyclopropylamino)-2-(((S)-2,3,4,5-tetrahydro-3-(tetrahydro-2H-2-pyranylmethoxy)benzo[b][1,4]oxazepin-7-yl)amino)pyrimidine-5-carboxamide C1(CC1)NC1=NC(=NC=C1C(=O)N)NC1=CC2=C(OC[C@H](CN2)OCC2OCCCC2)C=C1